ClC1=C2C(=NN(C2=CC=C1)C)CS(=O)(=O)N 4-chloro-1-methyl-1H-indazol-3-yl-methanesulfonamide